racemic-(R)-6-[3-methoxypiperidin-1-yl]quinoline-4-carboxylic acid methyl ester COC(=O)C1=CC=NC2=CC=C(C=C12)N1C[C@@H](CCC1)OC |r|